methyl 4-amino-5-bromo-1-(4-cyanophenyl)-1H-pyrazole-3-carboxylate NC=1C(=NN(C1Br)C1=CC=C(C=C1)C#N)C(=O)OC